5-(4-(difluoromethoxy)phenyl)-7-methyl-6-(3-azaspiro[5.5]undec-8-en-9-yl)-7H-pyrrolo[2,3-d]pyrimidin-4-amine FC(OC1=CC=C(C=C1)C1=C(N(C=2N=CN=C(C21)N)C)C2=CCC1(CCNCC1)CC2)F